C(C)(=O)O[C@@H]1C[C@@H]2CC([C@H]3[C@H]4[C@](CC[C@@H]3[C@]2(CC1)C)([C@H](CC4)[C@H](C)CCC(C(C)(C)O)Br)C)(F)F (1R,3aS,3bR,5aR,7S,9aS,9bS,11aR)-1-[(2R)-5-Bromo-6-hydroxy-6-methylheptan-2-yl]-4,4-difluoro-9a,11a-dimethylhexadecahydro-1H-cyclopenta[1,2-i]phenanthren-7-yl acetate